O1C(CCCC1)OC(CC#CC)O (tetrahydropyran-2-yloxy)-3-pentynol